FC1=C(C=CC(=C1C=1C=CC=2N(C1)C=NC2C2=NN=C(N2COCC[Si](C)(C)C)C)F)NS(=O)(=O)C=2C(=NC=C(C2)F)C N-[2,4-difluoro-3-[1-(5-methyl-4-[[2-(trimethylsilyl)ethoxy]methyl]-1,2,4-triazol-3-yl)imidazo[1,5-a]pyridin-6-yl]phenyl]-5-fluoro-2-methylpyridine-3-sulfonamide